NC1=NN(C(=C1)Br)C1=CC=C(C=C1)C=1C=NN(C1)CCO 2-(4-(4-(3-amino-5-bromo-1H-pyrazol-1-yl)phenyl)-1H-pyrazol-1-yl)ethan-1-ol